FC(C=C)C1=CC(=NC=C1)N1N=CC(=C1)S(=O)(=O)NC=1C(=CC=C2C=NN(C12)C)OC (4-(1-Fluoroallyl)Pyridin-2-yl)-N-(6-Methoxy-1-Methyl-1H-Indazol-7-yl)-1H-Pyrazole-4-Sulfonamide